3-((4-ethylphenyl)sulfonyl)-6-fluoro-4-(4-methyl-1,4-diazepan-1-yl)quinoline C(C)C1=CC=C(C=C1)S(=O)(=O)C=1C=NC2=CC=C(C=C2C1N1CCN(CCC1)C)F